C(C)N(CCN(C(C=C1C2N(C(O1)=O)CCC2)=O)CC2=CC=C(C=C2)C2=CC=C(C=C2)C(F)(F)F)CC N-(2-(diethylamino)ethyl)-2-(3-oxotetrahydro-1H,3H-pyrrolo[1,2-c]oxazol-1-ylidene)-N-((4'-(trifluoromethyl)-[1,1'-biphenyl]-4-yl)methyl)acetamide